O1C(CCCC1)OCCCCCCCCCCCCCCCCCCCCC#CCCCCCCCO 29-(tetrahydro-2H-pyran-2-yloxy)nonacos-8-yn-1-ol